NCC(CO)(C1=CC=C(C=C1)F)C1CN(C1)C(=O)OC(C)(C)C tert-Butyl 3-(1-amino-2-(4-fluorophenyl)-3-hydroxypropan-2-yl)azetidine-1-carboxylate